C(CCCCC)OC(C(C)(C)C)=O 2,2-dimethylpropionic acid hexyl ester